5-methylthio-2,4-dimethoxy-amphetamine CSC=1C(=CC(=C(CC(N)C)C1)OC)OC